(2R,3R,4R,5S)-5-(4-amino-2-fluoropyrrolo[2,1-f][1,2,4]triazin-7-yl)-4-fluoro-2-(hydroxymethyl)tetrahydrofuran-3-ol NC1=NC(=NN2C1=CC=C2[C@H]2[C@@H]([C@@H]([C@H](O2)CO)O)F)F